N-[(2-amino-3-fluoroquinolin-7-yl)methyl]-N-(1,1-dioxo-2,3-dihydro-1λ6-benzothiophen-7-yl)-2,6-dimethylpyridine-3-carboxamide NC1=NC2=CC(=CC=C2C=C1F)CN(C(=O)C=1C(=NC(=CC1)C)C)C1=CC=CC=2CCS(C21)(=O)=O